zirconium 2-methyl-2-butoxide CCC(C)(C)O.CCC(C)(C)O.CCC(C)(C)O.CCC(C)(C)O.[Zr]